2-isopropyl-4,5,6,7-tetrahydro-2H-indazol C(C)(C)N1N=C2CCCCC2=C1